BrC1=C(C(=CC=C1)C=1OC2=C(N1)C=C(C(=C2)OC(F)F)CCl)C#N 2-bromo-6-(5-(chloromethyl)-6-(difluoromethoxy)benzo[d]oxazol-2-yl)cyanobenzene